C1(O)=CC=C(O)C=C1.[K].[K] dipotassium hydroquinone salt